5-oxo-5,8-dihydro-6H-pyrano[3,4-b]pyridine-2-carbonitrile O=C1COCC2=NC(=CC=C21)C#N